(p-butyloxyphenyl)Boron C(CCC)OC1=CC=C(C=C1)[B]